N1=CC=C(C=C1)[C@@H](CC(=O)O)C1(CC1)C(F)(F)F (3R)-3-(pyridin-4-yl)-3-[1-(trifluoromethyl)cyclopropyl]propanoic acid